COC1=NC=C(C(=N1)OC)C=1C=C(C=2N(N1)C=CN2)[C@@H]2[C@H](C2)C2=CC1=C(N=C3N1C(CC3)C(F)(F)F)C=C2 7-((1S,2S)-2-(6-(2,4-dimethoxypyrimidin-5-yl)imidazo[1,2-b]pyridazin-8-yl)cyclopropyl)-1-(trifluoromethyl)-2,3-dihydro-1H-benzo[d]pyrrolo[1,2-a]imidazole